FC=1C(=C2C(=NC1)NC(=N2)C(C)(C)OC)C2CCN(CC2)C=O [4-[6-fluoro-2-(1-methoxy-1-methyl-ethyl)-3H-imidazo[4,5-b]pyridin-7-yl]-1-piperidyl]methanone